7-(3-(4-fluoropyridin-2-yl)-7,8-dihydro-1,6-naphthyridin-6(5H)-yl)-8-methyl-4H-pyrimido[1,2-b]pyridazin-4-one FC1=CC(=NC=C1)C=1C=NC=2CCN(CC2C1)C=1C(=CC=2N(N1)C(C=CN2)=O)C